2-Methylpropan-2-en-1-yl 2-methylpropionate CC(C(=O)OCC(=C)C)C